NC[C@H](C1=C(C(=CC=C1OCOC)Cl)Cl)N[S@@](=O)C(C)(C)C (S)-N-[(1S)-2-amino-1-[2,3-dichloro-6-(methoxymethoxy)phenyl]ethyl]-2-methylpropane-2-sulfinamide